(E)-2-Methyl-2-nonenal C/C(/C=O)=C\CCCCCC